3-(5-((5-(4-(3-(5-(5-methyl-5H-pyrido[4,3-b]indol-7-yl)pyridin-2-yl)propyl)piperazin-1-yl)pentyl)oxy)-1-oxoisoindolin-2-yl)piperidine-2,6-dione CN1C2=C(C=3C=CC(=CC13)C=1C=CC(=NC1)CCCN1CCN(CC1)CCCCCOC=1C=C3CN(C(C3=CC1)=O)C1C(NC(CC1)=O)=O)C=NC=C2